CC1=CC(OC2=CC(=CC=C12)OCC1=CC=C(C(=O)NCCN(C(NC=2SC=CC2)=O)C)C=C1)=O 4-[(4-methyl-2-oxo-chromen-7-yl)oxymethyl]-N-[2-(2-thienyl-methyl-carbamoylamino)ethyl]benzamide